FC(C1=CC=C(OC=2C=CC=C3C(=CC=NC23)CNC(C=C)=O)C=C1)(F)F N-([8-{4-(trifluoromethyl)phenoxy}quinolin-4-yl]methyl)acrylamide